C1(=CC=CC=C1)C1=NC(=NC(=N1)C=1C=C(C=C(C1)C1=CC=CC=2C3=CC=CC=C3NC12)C1=CC=CC=2C3=CC=CC=C3NC12)C=1C=C(C=C(C1)C1=CC=CC=2C3=CC=CC=C3NC12)C1=CC=CC=2C3=CC=CC=C3NC12 9'-((6-phenyl-1,3,5-triazine-2,4-diyl)bis(benzene-5,3,1-triyl))tetrakis(9H-carbazole)